6-tert-butyl 5-methyl 8-allyl-2-benzyl-2,6-diazabicyclo[3.2.1]octane-5,6-dicarboxylate C(C=C)C1C2N(CCC1(N(C2)C(=O)OC(C)(C)C)C(=O)OC)CC2=CC=CC=C2